tert-butyl (3-hydroxy-3-(hydroxymethyl)cyclobutyl)carbamate OC1(CC(C1)NC(OC(C)(C)C)=O)CO